8-(2,6-Diethyl-4-methylphenyl)-tetrahydro-7H-pyrazolo[1,2-d][1,4,5]oxadiazepine-7,9(8H)-dione C(C)C1=C(C(=CC(=C1)C)CC)C1C(N2N(CCOCC2)C1=O)=O